O[C@@H]1[C@@H](CCCC1)NC1=CC(=C(N=N1)C1=C(C=C(C=C1)C#CC)O)C 2-(6-(((1R,2S)-2-hydroxycyclohexyl)amino)-4-methylpyridazin-3-yl)-5-(prop-1-yn-1-yl)phenol